3-methoxy-6-methylphthalaldehyde COC1=C(C(C=O)=C(C=C1)C)C=O